NCC(=O)O.C(#N)C=1C(=NC(=C(C1CC)C#N)N(C)C)S[C@@H](C(=O)NP(O)(O)=O)C1=CC=C(C=C1)OS(=O)(=O)C (R)-(2-((3,5-dicyano-6-(dimethylamino)-4-ethylpyridin-2-yl)thio)-2-(4-((methylsulfonyl)oxy)phenyl)acetyl)phosphoramidic acid glycine salt